C(C)C1=NN2C(NC=3C(=C2)CN(C3)C3CCOCC3)=C1 2-ethyl-6-(tetrahydro-2H-pyran-4-yl)-6,7-dihydro-4H-pyrazolo[1,5-a]pyrrolo[3,4-d]pyrimidine